diethyl ((((3aR,4R,6R,6aR)-2,2-dimethyl-6-(6-((1-phenylethyl)amino)-9H-purin-9-yl)tetrahydrofuro[3,4-d][1,3]dioxol-4-yl)methoxy)methyl)phosphonate CC1(O[C@H]2[C@@H](O1)[C@@H](O[C@@H]2COCP(OCC)(OCC)=O)N2C1=NC=NC(=C1N=C2)NC(C)C2=CC=CC=C2)C